BrCC=1SC2=C(N1)C=CC(=C2)O[Si](C)(C)C(C)(C)C 2-(Bromomethyl)-6-((tert-butyldimethylsilyl)oxy)benzo[d]thiazole